CN1N=C(C=C1)C1=NC(=NO1)C1(CC1)C1=CC=CC=C1 5-(1-methyl-1H-pyrazol-3-yl)-3-(1-phenylcyclopropyl)-1,2,4-oxadiazole